1-((hexahydrocyclopent[c]pyrrol-5-yl)methyl)-2-thioxo-1,2,3,5-tetrahydro-4H-pyrrolo[3,2-d]pyrimidin-4-one C1NCC2C1=CC(C2)CN2C(NC(C1=C2C=CN1)=O)=S